methyl 5-(3-hydroxypropyl)-2-methoxybenzoate OCCCC=1C=CC(=C(C(=O)OC)C1)OC